C1(CC1)C1=CC=C(C=N1)N1N=C(C=C1)OC1=CC(=C(NC2=NC=NC3=CC(=C(C=C23)OC2CCN(CC2)C(C=C)=O)OC)C=C1)F [4-{[4-(4-{[1-(6-Cyclopropylpyridin-3-yl)-1H-pyrazol-3-yl]oxy}-2-fluoroanilino)-7-methoxyquinazolin-6-yl]oxy}piperidin-1-yl]prop-2-en-1-one